C1(=CC=CC=C1)N1N=CC=2C=NC=3C=CC=CC3C21 phenyl-1H-pyrazolo[4,3-c]quinolin